O1C(=NC2=C1C=CC=C2)C=2N=C(N(C(C2OC)=O)C)N2[C@H](C1=CC(=CC=C1CC2)C(=O)OC)C2=C(C=CC=C2)C methyl (S)-2-(4-(benzo[d]oxazol-2-yl)-5-methoxy-1-methyl-6-oxo-1,6-dihydropyrimidin-2-yl)-1-(o-tolyl)-1,2,3,4-tetrahydroisoquinoline-7-carboxylate